6-acetyl-adenosine C(C)(=O)C1(C2=NCN([C@H]3[C@H](O)[C@H](O)[C@@H](CO)O3)C2=NC=N1)N